C(C)(C)(C)OC(=O)NC(C(=O)[O-])CC(C)SSC(C)(C)C 2-((tert-butoxycarbonyl)amino)-4-(tert-butyldisulfanyl)pentanoate